Br[Mg]C#CC1=CC=CC=C1 bromo(2-phenylethynyl)magnesium